6-((methylsulfonyl)oxy)-2-naphthoic acid CS(=O)(=O)OC=1C=C2C=CC(=CC2=CC1)C(=O)O